Benzyl Cyclobutanecarboxylate C1(CCC1)C(=O)OCC1=CC=CC=C1